COC=1C=C(C=CC1)NC(=O)C12C(C(=NO1)C=1C=NC=CC1)C1CCC2C1 N-(3-methoxyphenyl)-3-(pyridin-3-yl)-3a,4,5,6,7,7a-hexahydro-4,7-methylenebenzo[d]isoxazole-7a-carboxamide